BrC=1C=C(C(=O)NC(C)C2=NC=CN=C2N2N=CNC2=O)C=C(C1)S(=O)(=O)C 3-bromo-5-methylsulfonyl-N-[1-[3-(5-oxo-4H-1,2,4-triazol-1-yl)pyrazin-2-yl]ethyl]benzamide